N-(3-(5-methoxy-2-(1-(2-methoxyethyl)indol-4-ylamino)pyrimidin-4-ylamino)phenyl)acrylamide COC=1C(=NC(=NC1)NC1=C2C=CN(C2=CC=C1)CCOC)NC=1C=C(C=CC1)NC(C=C)=O